2'-[1,4,7-triazacyclodecane-1,7-diylbis(methylene)]bis[6-(aminomethyl)-4-methylphenol] N1(CCNCCN(CCC1)CC1=C(C(=CC(=C1)C)CN)O)CC1=C(C(=CC(=C1)C)CN)O